N-(8-amino-7-fluoro-6-(8-methyl-2,3-dihydro-1H-pyrido[2,3-b][1,4]oxazin-7-yl)isoquinolin-3-yl)-2-(2-hydroxyethyl)cyclopropane-1-carboxamide NC=1C(=C(C=C2C=C(N=CC12)NC(=O)C1C(C1)CCO)C1=C(C2=C(OCCN2)N=C1)C)F